isopropyl (S)-6-diazo-2-((R)-2-methoxy-2-(1H-pyrrol-3-yl)acetamido)-5-oxohexanoate [N+](=[N-])=CC(CC[C@@H](C(=O)OC(C)C)NC([C@@H](C1=CNC=C1)OC)=O)=O